2-(6-((1-ethylpiperidin-3-yl)amino)pyridazin-3-yl)-3-methyl-5-(trifluoromethyl)phenol C(C)N1CC(CCC1)NC1=CC=C(N=N1)C1=C(C=C(C=C1C)C(F)(F)F)O